Methyl (4-(1-(3-(cyanomethyl)-1-(ethylsulfonyl)azetidin-3-yl)-1H-pyrazol-4-yl)-7H-pyrrolo[2,3-d]pyrimidin-7-yl)2-(2-fluoro-[1,1'-biphenyl]-4-yl)propanoate C(#N)CC1(CN(C1)S(=O)(=O)CC)N1N=CC(=C1)C=1C2=C(N=CN1)N(C=C2)C(C(=O)OC)(C)C2=CC(=C(C=C2)C2=CC=CC=C2)F